C(C1=CC=CC=C1)N1C[C@H](N(C[C@@H]1CN1C(COCC1)(C)C)C(=O)OC(C)(C)C)C tert-butyl (2R,5S)-4-benzyl-5-((3,3-dimethylmorpholino) methyl)-2-methylpiperazine-1-carboxylate